C12CCC(CC1)N2C=2C=C(C=NC2)C=2N=NN(C2)CC=2N=C1N(C=C(C=C1)CNCC13CC(C1)(C3)F)C2 1-[2-[[4-[5-(7-azabicyclo[2.2.1]hept-7-yl)-3-pyridyl]triazol-1-yl]methyl]imidazo[1,2-a]pyridin-6-yl]-N-[(3-fluoro-1-bicyclo[1.1.1]pentyl)methyl]methylamine